(S)-3-hydroxy-1-methyl-3-(3-(4,4,5,5-tetramethyl-1,3,2-dioxaborolan-2-yl)phenyl)-1H-pyrrolo[3,2-b]pyridin-2(3H)-one O[C@@]1(C(N(C=2C1=NC=CC2)C)=O)C2=CC(=CC=C2)B2OC(C(O2)(C)C)(C)C